Cl.N[C@H]1CN(CC[C@@H]2N(C1=O)[C@@H](CC2)C(=O)N[C@@H]2CCOC1=CC=CC=C21)S(=O)(=O)C2=CC=CC=C2 (5S,8S,10aR)-5-amino-N-((R)-chroman-4-yl)-6-oxo-3-(phenylsulfonyl)decahydropyrrolo[1,2-a][1,5]diazocine-8-carboxamide hydrochloride